CON(C(C(=O)OC(C)(C)C)=O)C tert-butyl 2-[methoxy(methyl)amino]-2-oxo-acetate